ClC1(CC(=NO1)C(=O)OC)C1=CC=CC=C1 methyl 5-chloro-5-phenyl-4,5-dihydro-isoxazole-3-carboxylate